[Zn].[Ga].[In] indium gallium zinc salt